O=C1N(CCC1OC1=NC2=CC=CC=C2C=C1)C1=C(C=C(C=C1)C1=CC=CC=C1)C#N 4-(2-oxo-3-(quinolin-2-yloxy)pyrrolidin-1-yl)biphenyl-3-carbonitrile